FC1=C(C=NC=C1)C1CN(C1)C(=O)[C@@H]1CC[C@H]2N1C([C@H](CCC2)NC(=O)C2=CC1=C(S2)C=CC(=C1)CP(O)(O)=O)=O ((2-(((3S,6S,9aS)-3-(3-(4-fluoropyridin-3-yl)azetidine-1-carbonyl)-5-oxooctahydro-1H-pyrrolo[1,2-a]azepin-6-yl)carbamoyl)benzo[b]thiophen-5-yl)methyl)phosphonic acid